FC(C1(CC1)NC(O[C@H]1CN(CC1(F)F)C=1C=2N(N=C(C1)C=1C(NC(NC1)=O)=O)C(=CN2)F)=O)(F)F (S)-1-(6-(2,4-dioxo-1,2,3,4-tetrahydropyrimidin-5-yl)-3-fluoroimidazo[1,2-b]pyridazin-8-yl)-4,4-difluoropyrrolidin-3-yl (1-(trifluoromethyl)cyclopropyl)carbamate